4,8-dibromo-1,5-naphthyridine BrC1=CC=NC2=C(C=CN=C12)Br